(R)-(2-(1,5-dimethyl-1H-pyrazol-4-yl)oxazol-5-yl)(4-(4-(trifluoromethyl)pyrazolo[1,5-a]pyridin-2-yl)-1,4,6,7-tetrahydro-5H-imidazo[4,5-c]pyridin-5-yl)methanone CN1N=CC(=C1C)C=1OC(=CN1)C(=O)N1[C@H](C2=C(CC1)NC=N2)C2=NN1C(C(=CC=C1)C(F)(F)F)=C2